2-(3-cyanophenyl)-1-isopropoxy-4-methyl-1H-imidazole-5-carboxylic acid ethyl ester C(C)OC(=O)C1=C(N=C(N1OC(C)C)C1=CC(=CC=C1)C#N)C